[N+](=O)([O-])C=1C=C(C(=O)O)C=CC1CO 3-nitro-4-(hydroxymethyl)benzoic acid